4-((5-([1,2,4]triazolo[1,5-a]pyridin-6-yl)-4-methoxy-7H-pyrrolo[2,3-d]pyrimidin-2-yl)amino)-N,N-dimethylcyclohexane-1-carboxamide N=1C=NN2C1C=CC(=C2)C2=CNC=1N=C(N=C(C12)OC)NC1CCC(CC1)C(=O)N(C)C